(E)-N-(4-(1-(6-(4-(4-((2-(2,6-dioxopiperidin-3-yl)-3-oxoisoindoline-4-yl)thio)butyl)piperazin-1-yl)nicotinoyl)piperidin-4-yl)butyl)-3-(pyridin-3-yl)acrylamide O=C1NC(CCC1N1CC2=CC=CC(=C2C1=O)SCCCCN1CCN(CC1)C1=NC=C(C(=O)N2CCC(CC2)CCCCNC(\C=C\C=2C=NC=CC2)=O)C=C1)=O